Tert-Butyl (2-(4-((4-fluorobenzyl)oxy)phenyl)cyclopropyl)carbamate FC1=CC=C(COC2=CC=C(C=C2)C2C(C2)NC(OC(C)(C)C)=O)C=C1